4-chloro-6-(6-phenylpyridin-3-yl)quinoline ClC1=CC=NC2=CC=C(C=C12)C=1C=NC(=CC1)C1=CC=CC=C1